3-bromo-1-(3-chloropyridin-2-yl)-N-(2-bromo-4-chloro-6-(dimethylaminocarbonyl)phenyl)-N-propyl-1H-pyrazole-5-carboxamide BrC1=NN(C(=C1)C(=O)N(CCC)C1=C(C=C(C=C1C(=O)N(C)C)Cl)Br)C1=NC=CC=C1Cl